C(C)(C)(C)OC(=O)N1N=C(C2=CC(=C(C=C12)OCCOC)F)I tert-Butyl-5-fluoro-3-iodo-6-(2-methoxyethoxy)-1H-indazol-1-carboxylat